[4-(aminomethyl)phenyl](imino)methyl-lambda6-sulfanone NCC1=CC=C(C=C1)[SH2](=O)C=N